C(C1=CC=CC=C1)OC=1C(=C(C=CC1OCC1=CC=CC=C1)B1OC(C(O1)(C)C)(C)C)OCOC 2-[3,4-Bis(benzyloxy)-2-methoxymethoxyphenyl]-4,4,5,5-tetramethyl-1,3,2-dioxaborolane